C(C)(C)(C)C=1C=CC(=C(C1)O)C=1C=NC=CC1 5-(tert-butyl)-2-(pyridin-3-yl)phenol